C1(CC1)C(C(C(=O)NC=1C(=NC(=CC1)C=1C(=NN(C1C)COCC[Si](C)(C)C)C)F)NC(=O)C=1N(N=CC1)CC)C1CC1 N-[1-(dicyclopropylmethyl)-2-[[6-[3,5-dimethyl-1-(2-trimethylsilylethoxymethyl)pyrazol-4-yl]-2-fluoro-3-pyridyl]amino]-2-oxo-ethyl]-2-ethyl-pyrazole-3-carboxamide